3-Chlorobenzyl ((S)-3-cyclohexyl-1-(((S)-4-(cyclopropylamino)-3,4-dioxo-1-((S)-2-oxopyrrolidin-3-yl)butan-2-yl)amino)-1-oxopropan-2-yl)carbamate C1(CCCCC1)C[C@@H](C(=O)N[C@@H](C[C@H]1C(NCC1)=O)C(C(=O)NC1CC1)=O)NC(OCC1=CC(=CC=C1)Cl)=O